FC=1C=C2NC(C=3N(C2=C(C1C1=C2C=CN(C2=CC=C1)S(=O)(=O)C)F)C(=NN3)C)(C)C 7,9-Difluoro-1,4,4-trimethyl-8-(1-methylsulfonyl-1H-indol-4-yl)-5H-[1,2,4]triazolo[4,3-a]quinoxaline